BrC1=CC(=C(C=C1)CNC=1OC(=NN1)C1=CC(=CC=C1)Cl)F 1-(4-Bromo-2-fluorophenyl)-N-(5-(3-chlorophenyl)-1,3,4-oxadiazol-2-yl)methanamine